NN(CCC1=CNC=2C=CC=C(C12)O)C 3-(2-[Amino(methyl)amino]ethyl)-1H-indol-4-ol